3-(2-(4-fluorophenyl)-1H-pyrrolo-[2,3-b]pyridin-5-yl)-N-(3,3,3-tri-fluoro-2-hydroxypropyl)benzamide FC1=CC=C(C=C1)C1=CC=2C(=NC=C(C2)C=2C=C(C(=O)NCC(C(F)(F)F)O)C=CC2)N1